1,5-dimethyl-3-oxo-2-phenyl-2,3-dihydro-1H-pyrazole-4-carboxamide CN1N(C(C(=C1C)C(=O)N)=O)C1=CC=CC=C1